[1,1'-bis(diphenyl-phosphino)ferrocene] palladium (II) dichloride [Pd](Cl)Cl.C1(=CC=CC=C1)P([C-]1C=CC=C1)C1=CC=CC=C1.[C-]1(C=CC=C1)P(C1=CC=CC=C1)C1=CC=CC=C1.[Fe+2]